NC1=CC=C(C=C1)NC(C1=C(C=CC(=C1)C=1OC(=CC1)\C=C/1\C(C2=C(S1)C=CC=C2)=O)O)=O (Z)-N-(4-Aminophenyl)-2-hydroxy-5-(5-((3-oxobenzo[b]thiophen-2(3H)-ylidene)methyl)furan-2-yl)benzamide